C(OC=1C=C(C=CC1OC([2H])([2H])[2H])C1=NN=C(O1)NC=1NC2=C(C(=NC=C2)OC)N1)([2H])([2H])[2H] 5-(3,4-Dimethoxy-d3-phenyl)-N-(4-methoxy-1H-imidazo[4,5-c]pyridin-2-yl)-1,3,4-oxadiazol-2-amine